5-Phenyl-1H-pyrazole-3-carboxylic acid {2-oxo-2-[4-(2-trifluoromethyl-phenoxy)-piperidin-1-yl]-ethyl}-amide O=C(CNC(=O)C1=NNC(=C1)C1=CC=CC=C1)N1CCC(CC1)OC1=C(C=CC=C1)C(F)(F)F